Hex-5-en-1-yl alcohol C(CCCC=C)O